N-arachidonoylaminophenol C(CCC\C=C/C\C=C/C\C=C/C\C=C/CCCCC)(=O)NC1=C(C=CC=C1)O